COC=1C=C(C=NC1OCC1=NC=C(C=C1)OC)CC1=CC=NC2=CN=CC=C12 4-[[5-methoxy-6-[(5-methoxy-2-pyridinyl)methoxy]-3-pyridinyl]methyl]-1,7-naphthyridine